Bis(m-trifluoromethylphenyl)methylene(cyclopentadienyl)(2,7-di-tert-butylfluorenyl)zirconium dichloride [Cl-].[Cl-].FC(C=1C=C(C=CC1)C(=[Zr+2](C1=C(C=CC=2C3=CC=C(C=C3CC12)C(C)(C)C)C(C)(C)C)C1C=CC=C1)C1=CC(=CC=C1)C(F)(F)F)(F)F